C(C1=CC=CC=C1)[C@@H]1[C@H](C1)C=1C=2N(N=C(C1)Cl)C=CN2 8-((1S,2R)-2-benzylcyclopropyl)-6-chloroimidazo[1,2-b]pyridazine